8-(3-(2,3-Dichlorophenyl)-1H-pyrazolo[3,4-b]pyrazin-6-yl)-2-fluoro-8-azaspiro[4.5]decan-1-amine ClC1=C(C=CC=C1Cl)C1=NNC2=NC(=CN=C21)N2CCC1(CCC(C1N)F)CC2